CC1=C(CSCC2=C(C(=C(C=C2C)C(C)(C)C)O)C)C(=CC(=C1O)C(C)(C)C)C 2,6-dimethyl-4-t-butyl-3-hydroxybenzyl sulfide